(Z)-N-(3-(2-chlorophenyl)-4-((dimethylamino)methyl)thiazol-2(3H)-ylidene)-1H-pyrrolo[2,3-b]pyridine-4-carboxamide ClC1=C(C=CC=C1)N1/C(/SC=C1CN(C)C)=N/C(=O)C=1C2=C(N=CC1)NC=C2